monoglycerin monolaurate C(CCCCCCCCCCC)(=O)O.OCC(O)CO